C(C)OC(CCCC)OCC 1,1-diethoxypentane